2-[4-[6-[3-(3,4-difluorophenyl)-1H-pyrazol-4-yl]-1,5-naphthyridin-3-yl]pyrazol-1-yl]-N-methyl-ethanamine FC=1C=C(C=CC1F)C1=NNC=C1C=1N=C2C=C(C=NC2=CC1)C=1C=NN(C1)CCNC